CC1(C(C(CC1)C)C)O 1,2,3-trimethylcyclopentanol